C(C1=CC=CC=C1)OC1=CC=C(CC2C(NC(C(N2)=O)CC2=CC=C(C=C2)OCC2=CC=CC=C2)=O)C=C1 3,6-Di(4-(benzyloxy)benzyl)-2,5-diketopiperazine